(S)-4-(6-((3-(2-isopropoxyphenyl)piperazin-1-yl)methyl)pyridin-3-yl)morpholine C(C)(C)OC1=C(C=CC=C1)[C@H]1CN(CCN1)CC1=CC=C(C=N1)N1CCOCC1